ClC(CCCCCCCC(=O)OC)=O methyl 9-chloro-9-oxononanoate